7-Methyl-1-naphthol CC1=CC=C2C=CC=C(C2=C1)O